(2-fluoro-3-methylphenyl)-6-methoxy-1-trityl-1H-pyrazolo[4,3-b]pyridine FC1=C(C=CC=C1C)C1=NN(C=2C1=NC=C(C2)OC)C(C2=CC=CC=C2)(C2=CC=CC=C2)C2=CC=CC=C2